C(C)[N+](CCOC)(C)CC N,N-diethyl-N-methyl-N-2-methoxyethylammonium